ls-2-amino-2-methyl-1-propanol NC(CO)(C)C